CO[Si](CCCC1N(CCN1C)C)(OC)OC 2-[3-(trimethoxysilyl)propyl]-1,3-dimethylimidazolidine